CC12CC3(CC(CC(C1)(C3)C)(C2)OCCNC)CN2N=CC(=C2C)C=2C(=NC=CC2)C(=O)O 3-[1-({3,5-dimethyl-7-[2-(methylamino)ethoxy]tricyclo[3.3.1.13,7]dec-1-yl}methyl)-5-methyl-1H-pyrazol-4-yl]pyridine-2-carboxylic acid